CNC(=O)NC=1SC=C(N1)C(=O)N 2-{[(methylamino)carbonyl]amino}-1,3-thiazole-4-carboxamide